C(C)(=O)O.CN1C=NCC1 methyl-imidazoline acetate